C(C)(C)(C)C=1C=C(CNC(=O)C2=CC=C3C(=C(N(C3=C2)CC2CCC2)C)CC=2C=C(OC(C(=O)OC)(C)C)C=CC2)C=CC1 methyl 2-(3-((6-((3-(tert-butyl)benzyl)carbamoyl)-1-(cyclobutylmethyl)-2-methyl-1H-indol-3-yl)methyl) phenoxy)-2-methylpropanoate